CCC(CC)C1=NC=CC2=CC=CC=C12 1-(3-n-pentyl)isoquinoline